3-chloro-N-{1-[3-iodo-1-pyrimidinyl-1H-1,2,4-triazol-5-yl]ethyl}-5-(methylsulfonyl)benzamide ClC=1C=C(C(=O)NC(C)C2=NC(=NN2C2=NC=CC=N2)I)C=C(C1)S(=O)(=O)C